Cl.FC1(CCNCC[C@H]1C)F |r| (R and S)-4,4-difluoro-5-methylazepane Hydrochloride